(4-methyl-1-piperidinyl)-[(3S)-1,2,3,4-tetrahydroisoquinolin-3-yl]methanone hydrochloride Cl.CC1CCN(CC1)C(=O)[C@H]1NCC2=CC=CC=C2C1